4-ethyl-2-[(3R)-3-methyl[1,4'-bipiperidin]-1'-yl]-1,3-thiazole-5-carboxamide C(C)C=1N=C(SC1C(=O)N)N1CCC(CC1)N1C[C@@H](CCC1)C